tert-Butyl (S)-(4-(3-chloro-4-(3-(5-formylpicolinamido)-2-methylphenyl)pyridin-2-yl)-2-methoxybenzyl)((5-oxopyrrolidin-2-yl)methyl)carbamate ClC=1C(=NC=CC1C1=C(C(=CC=C1)NC(C1=NC=C(C=C1)C=O)=O)C)C1=CC(=C(CN(C(OC(C)(C)C)=O)C[C@H]2NC(CC2)=O)C=C1)OC